3-nitro-5-(trifluoromethyl)pyridine-2-carboxylic acid [N+](=O)([O-])C=1C(=NC=C(C1)C(F)(F)F)C(=O)O